Di((9Z,12Z)-octadeca-9,12-dien-1-yl)cyclobutyl-4-(dimethylamino)butanoate C(CCCCCCC\C=C/C\C=C/CCCCC)C(C(C(=O)[O-])(C1CCC1)CCCCCCCC\C=C/C\C=C/CCCCC)CN(C)C